ClC1=C(C=C2C(=N1)CCC2)C(=O)NC(COC2=CC(=NC=C2)Cl)(C)C 2-chloro-N-(1-((2-chloropyridin-4-yl)oxy)-2-methylpropan-2-yl)-6,7-dihydro-5H-cyclopenta[b]pyridine-3-carboxamide